4-((2S,5R)-4-(Bis(4-bromophenyl)methyl)-2,5-dimethylpiperazin-1-yl)-1-(((S)-tetrahydrofuran-2-yl)methyl)-1H-[1,2,3]triazolo[4,5-e][1,2,4]triazolo[4,3-a]pyrimidine BrC1=CC=C(C=C1)C(N1C[C@@H](N(C[C@H]1C)C1=NC=2N(C3=C1N=NN3C[C@H]3OCCC3)C=NN2)C)C2=CC=C(C=C2)Br